BrC=1C(=C(C=O)C=C(C1)Br)N 3,5-dibromo-o-aminobenzaldehyde